N[C@@H]1CC[C@H](CC1)NC(=O)C12CC3(CC(CC(C1)C3)(C2)C2=CC=CC=C2)Br rac-trans-N-(4-aminocyclohexyl)-3-bromo-5-phenyladamantane-1-carboxamide